3-ethynyl-5-(methylamino)-1-[1-(prop-2-enoyl)azetidin-3-yl]Pyrazole-4-carboxamide C(#C)C1=NN(C(=C1C(=O)N)NC)C1CN(C1)C(C=C)=O